C1(=CC=CC=C1)C1=CC(OC2=CC(=CC=C12)C)=O 4-phenyl-7-methylcoumarin